ClC1=CC=C(C=C1)C[C@@H](CC(=O)N(C)OC)NC(OC(C)(C)C)=O tert-butyl (S)-(1-(4-chlorophenyl)-4-(methoxy(methyl)amino)-4-oxobutan-2-yl)carbamate